C(CCCN(C(=O)C=1N(C(C=CC1)=O)O)CCCNC(=O)C=1N(C(C=CC1)=O)O)N(C(=O)C=1N(C(C=CC1)=O)O)CCCNC(=O)C=1N(C(C=CC1)=O)O N,N'-1,4-Butanediylbis[N-[3-[[(1,6-dihydro-1-hydroxy-6-oxo-2-pyridinyl)carbonyl]amino]propyl]-1,6-dihydro-1-hydroxy-6-oxo-2-pyridinecarboxamide]